4-(3-Methyl-2-oxo-1,3-benzoxazol-6-yl)-N-(4-phenylbutyl)piperidine-1-carboxamide Benzyl-4-hydroxy-4-(2-oxo-3H-1,3-benzoxazol-6-yl)piperidine-1-carboxylate C(C1=CC=CC=C1)OC(=O)N1CCC(CC1)(C1=CC2=C(NC(O2)=O)C=C1)O.CN1C(OC2=C1C=CC(=C2)C2CCN(CC2)C(=O)NCCCCC2=CC=CC=C2)=O